benzyl 6-bromo-1-ethyl-3,4-dihydro-1H-isoquinoline-2-carboxylate BrC=1C=C2CCN(C(C2=CC1)CC)C(=O)OCC1=CC=CC=C1